C(C)C(C(C)(C)C)N(NC(C1=C(C(=CC=C1)OC)CC)=O)C(C1=CC(=C(C(=C1)OC)C)OC)=O 3,5-dimethoxy-4-methylbenzoic acid N-(1-ethyl-2,2-dimethyl-propyl)-N'-(2-ethyl-3-methoxy-benzoyl)-hydrazide